OC(CCCC=1N=C(C=2N=CN([C@H]3[C@H](O)[C@H](O)[C@@H](CO)O3)C2N1)NOC)C 2-(4-hydroxypent-1-yl)-N6-methoxyadenosine